(S)-4-chloro-N-(1-hydroxy-2-methylpropan-2-yl)-1-oxo-3-(1-((5-oxo-5,8-dihydropyrido[2,3-d]pyrimidin-4-yl)amino)ethyl)-2-phenyl-1,2-dihydroisoquinoline-8-carboxamide ClC1=C(N(C(C2=C(C=CC=C12)C(=O)NC(CO)(C)C)=O)C1=CC=CC=C1)[C@H](C)NC=1C2=C(N=CN1)NC=CC2=O